ClC1=CC(=C(C=C1)C1=NC(=CC=2N=C(N(C(C21)=O)C)C)N2C[C@@H](OCC2)C=2C=NN(C2)C(CF)CF)F 5-(4-chloro-2-fluorophenyl)-7-((2S)-2-(1-(1,3-difluoro-2-propanyl)-1H-pyrazol-4-yl)-4-morpholinyl)-2,3-dimethylpyrido[4,3-d]pyrimidin-4(3H)-one